2-(2,6-dioxopiperidin-3-yl)-5-(2-(2-((5-((1E,3E)-4-(6-methoxybenzo[d]thiazol-2-yl)buta-1,3-dien-1-yl)pyridin-2-yl)oxy)ethoxy)ethoxy)isoindoline-1,3-dione O=C1NC(CCC1N1C(C2=CC=C(C=C2C1=O)OCCOCCOC1=NC=C(C=C1)\C=C\C=C\C=1SC2=C(N1)C=CC(=C2)OC)=O)=O